CC=1C(=NNC1NC(CCC1=CC=CC2=CC=CC=C12)=O)C1=CC=NC=C1 N-(4-Methyl-3-(pyridin-4-yl)-1H-pyrazol-5-yl)-3-(naphthalen-1-yl)propanamide